1,3-thiazole-5-carboxamide S1C=NC=C1C(=O)N